CC1=CC=C(C=C1)S(=O)(=O)OCC(COC1=CC=C2C(=N1)SC(=N2)\C=C\C#CC2=NC=C(N=C2)NC)OC2OCCCC2 (E)-3-((2-(4-(5-(methylamino)pyrazin-2-yl)but-1-en-3-yn-1-yl)thiazolo[5,4-b]pyridin-5-yl)oxy)-2-((tetrahydro-2H-pyran-2-yl)oxy)propyl 4-methylbenzenesulfonate